3-(bromomethyl)-1-methylcyclobutan-1-ol BrCC1CC(C1)(O)C